FC1=CC=C(C=C1)S(=O)(=O)N1CC2=C(C1)CN(C2)C(=O)OC(C)(C)C tert-Butyl 5-(4-fluorophenylsulfonyl)-3,4,5,6-tetrahydropyrrolo[3,4-c]pyrrole-2(1H)-carboxylate